O=C1NC(C=C1)=O 2,5-dioxo-2,5-dihydro-1H-pyrrol